ClC1=CC(=C(C=C1)C1(OC2=C(O1)C=CC=C2C2=CC=C(S2)CC2=NC1=C(N2CCOC)C=C(C=C1)C(=O)O)C)F 2-((5-(2-(4-chloro-2-fluorophenyl)-2-methylbenzo[d][1,3]dioxol-4-yl)thiophen-2-yl)methyl)-1-(2-methoxyethyl)-1H-benzo[d]imidazole-6-carboxylic acid